(R)-3-Hydroxy-1-methyl-3-(3-(6-(2-(pyrazolo[1,5-a]pyrimidin-3-ylamino)pyrimidin-4-yl)pyridin-2-yl)isoxazol-5-yl)pyrrolidin-2-one O[C@@]1(C(N(CC1)C)=O)C1=CC(=NO1)C1=NC(=CC=C1)C1=NC(=NC=C1)NC=1C=NN2C1N=CC=C2